C(#N)[C@H]1[C@@H](C1)C=1C=CC(=C(C1)C1=NNC=C1NC(=O)C=1C=NN2C1N=CC=C2)OC(F)F N-(3-(5-((1R,2R)-2-cyanocyclopropyl)-2-(difluoromethoxy)phenyl)-1H-pyrazol-4-yl)pyrazolo[1,5-a]pyrimidine-3-carboxamide